N-[(S)-{5-[(1R)-1-(3,3-difluoroazetidine-1-carbonyl)-3,3-difluoropropyl]-4-fluoro-1H-benzimidazol-2-yl}(4,4-difluorocyclohexyl)methyl]-4-methyl-1,2,5-oxadiazole-3-carboxamide FC1(CN(C1)C(=O)[C@H](CC(F)F)C1=C(C2=C(NC(=N2)[C@@H](NC(=O)C2=NON=C2C)C2CCC(CC2)(F)F)C=C1)F)F